triethylamine trichromate [Cr](=O)(=O)(O)O.[Cr](=O)(=O)(O)O.[Cr](=O)(=O)(O)O.C(C)N(CC)CC